hydroxy(1,1'-biphenyl)-4-formaldehyde OC1=C(C=CC(=C1)C=O)C1=CC=CC=C1